trimethyl-(trimethylphosphine) gold (III) [Au+3].CC(P(C)C)(C)C